N-(4-methoxy-6-(2-methoxyethoxy)pyridin-3-yl)-7-methylquinolin-4-amine COC1=C(C=NC(=C1)OCCOC)NC1=CC=NC2=CC(=CC=C12)C